C(CCCCCCCCCCCCCCCCC)(=O)[O-].C(CCCCCCCCCCCCCCCCC)(=O)[O-].C(CCCCCCCCCCCCCCCCC)(=O)[O-].C(CCC)[Sn+3] butyltin tristearate